C1(CCCCC1)OC1=C(C(=CC=C1)OC1CCCCC1)N1N=CC=C1 1-(2,6-dicyclohexyloxyphenyl)-pyrazole